Trans-4-[[4-(tert-butoxycarbonyl-amino)cyclohexyl]amino]-6-chloro-pyridine-3-carboxylic acid C(C)(C)(C)OC(=O)N[C@@H]1CC[C@H](CC1)NC1=C(C=NC(=C1)Cl)C(=O)O